C(C)(C)(C)OC(NC1=CC=C(C=C1)C=1C=C2C(N(CC2=CC1)[C@H](C1=C(C=CC=C1)OC)C=1NC2=CC=CC=C2C1)=O)=O (R)-(4-(2-((1H-indol-2-yl)(2-methoxyphenyl)methyl)-3-oxoisoindol-5-yl)phenyl)carbamic acid tert-butyl ester